6-methylbenzoate hydrochloride Cl.CC1=CC=CC=C1C(=O)O